2-(fluoromethylene)-5-oxotetrahydro-1H-pyrrolizine FC=C1CC2CCC(N2C1)=O